[N+](=O)([O-])C1=CC=C(N1)C=O 5-NITRO-1H-PYRROLE-2-CARBALDEHYDE